C=1C=COC=2C1C1=C3C(C=CC1=CC2)=C2C=CC=CC2=C3 indenonaphthopyran